C(C)(C)(C)C1=CC(=C(C(=C1)CO)O)CO 4-tertiary butyl-2,6-bis(hydroxymethyl)phenol